methyl-5H-[1,2,4]triazolo[4,3-a]quinoxaline CC1N=NC=2N1C1=CC=CC=C1NC2